4-fluoro-6-methoxy-1-N-(quinoxalin-5-ylmethyl)benzene-1,3-diamine FC1=C(C=C(C(=C1)OC)NCC1=C2N=CC=NC2=CC=C1)N